tert-Butyl 4-(5-(2,4-dioxotetrahydropyrimidin-1(2H)-yl)-1H-indol-1-yl)piperidine-1-carboxylate O=C1N(CCC(N1)=O)C=1C=C2C=CN(C2=CC1)C1CCN(CC1)C(=O)OC(C)(C)C